5-[(3S,5R)-3,5-dimethylpiperazin-1-yl]-N-(8-fluoro-2-methyl-imidazo[1,2-a]pyridin-6-yl)pyrido[3,4-b]pyrazine-8-carboxamide C[C@H]1CN(C[C@H](N1)C)C1=NC=C(C=2C1=NC=CN2)C(=O)NC=2C=C(C=1N(C2)C=C(N1)C)F